2-[(1s,4s,5r)-5-{[5-cyclopropyl-3-(oxazolidin-4-yl)-1,2-oxazol-4-yl]methoxy}-2-azabicyclo[2.2.1]heptan-2-yl]-4-(trifluoromethoxy)-1,3-benzothiazole-6-carboxylic acid C1(CC1)C1=C(C(=NO1)C1NCOC1)CO[C@H]1[C@@H]2CN([C@H](C1)C2)C=2SC1=C(N2)C(=CC(=C1)C(=O)O)OC(F)(F)F